C(=CC=1OC2=C(N1)C=C(C=C2)C)C=2OC1=C(N2)C=C(C=C1)C vinylenbis[5-methylbenzoxazol]